N1(CCCCC1)C(=O)C1=C(C=CC(=C1)C)S(=O)(=O)N N1-piperidylcarbonyl-4-methylbenzene-1-sulfonamide